1,1-difluoro-4-phenoxybutane-2-one FC(C(CCOC1=CC=CC=C1)=O)F